CC1=CC=C(C=C1)S(=O)(=O)OC1CCCCC1 cyclohexyl (4-methylphenyl)sulfonate